(1S,4r)-N-((S)-1-(5-(2-methoxyquinolin-3-yl)-1,3,4-oxadiazol-2-yl)-7-oxononyl)-5'-oxo-5'H-spiro[cyclohexane-1,7'-furo[3,4-b]pyridine]-4-carboxamide COC1=NC2=CC=CC=C2C=C1C1=NN=C(O1)[C@H](CCCCCC(CC)=O)NC(=O)C1CCC2(OC(C=3C2=NC=CC3)=O)CC1